ClC=1C=C(OC2=CC(C(=C(N2CC)C2=CC(=C(C=C2)Cl)Cl)C(=O)O)=O)C=CC1 6-(3-chlorophenoxy)-2-(3,4-dichlorophenyl)-1-ethyl-4-oxo-pyridine-3-carboxylic acid